2-methyl-2E-butenoic acid C/C(/C(=O)O)=C\C